hydroxy-2-(4-hydroxyphenyl)-4-oxo-chroman-7-yl-(t-butoxycarbonyl)valyl-glycine O[C@](N(C(=O)OC(C)(C)C)C1=CC=C2C(CC(OC2=C1)C1=CC=C(C=C1)O)=O)(C(C)C)C(=O)NCC(=O)O